5-(7'-chloro-2'-oxospiro[cyclopropane-1,3'-indolin]-5'-yl)-6-methyl-3,6-dihydro-2H-1,3,4-thiadiazin-2-one ClC=1C=C(C=C2C3(C(NC12)=O)CC3)C3=NNC(SC3C)=O